C(C(C)C)OC(=O)C=1NC2=CC=C(C=C2C1C=1N=NN(C1)CC1CCN(CC1)CC1=CC(=C(C=C1)OC1=CC=CC=C1)Cl)F 3-(1-((1-(3-Chloro-4-phenoxybenzyl)piperidin-4-yl)methyl)-1H-1,2,3-triazol-4-yl)-5-fluoro-1H-indole-2-carboxylic acid isobutyl ester